CC=1N=C(SC1C(=O)OCC(C)C)NC(CCNC(C1=CC(=CC=C1)C1=NOC(=N1)C)=O)=O Isobutyl 4-methyl-2-(3-(3-(5-methyl-1,2,4-oxadiazol-3-yl)benzamido)propanamido)thiazole-5-carboxylate